C(#N)[C@@H](C[C@H]1C(NCC1)=O)NC(=O)[C@@H]1N([C@@H]2CC([C@H]1CC2)(F)F)C([C@@H](CC2CCC2)NC(C(F)(F)F)=O)=O (1S,3R,4S)-N-[(1R)-1-cyano-2-[(3S)-2-oxopyrrolidin-3-yl]ethyl]-2-[(2R)-3-cyclobutyl-2-[(2,2,2-trifluoroacetyl)amino]propanoyl]-5,5-difluoro-2-azabicyclo[2.2.2]octane-3-carboxamide